8-(2,4-Dimethoxyphenyl)-2-methoxy-1H-phenalen-1-one COC1=C(C=CC(=C1)OC)C=1C=C2C=CC=C3C=C(C(C(C1)=C32)=O)OC